(3R,4S)-3-cyclopropyl-4-methyl-2-oxo-1-[6-[4-(trifluoromethyl)pyridin-3-yl]pyrrolo[1,2-b]pyridazin-4-yl]pyrrolidine-3-carbonitrile C1(CC1)[C@]1(C(N(C[C@H]1C)C=1C=2N(N=CC1)C=C(C2)C=2C=NC=CC2C(F)(F)F)=O)C#N